IC=1C(=CN(C1C1=C2C(=NC=C1)N(C=C2)S(=O)(=O)C2=CC=CC=C2)COCC[Si](C)(C)C)C(=O)[O-] 4-iodo-5-[1-(phenylsulfonyl)-1H-pyrrolo[2,3-b]pyridin-4-yl]-1-{[2-(trimethylsilyl)ethoxy]methyl}-1H-pyrrole-3-carboxylate